ClC1=CC=C(C=C1)C1=C(C=CC=C1)CN1C2CNC(C1)CC2 5-((4'-chloro-[1,1'-biphenyl]-2-yl)methyl)-2,5-diazabicyclo[2.2.2]octane